N(=C=O)[C@H](C)C=1C=CC(=NC1)C(F)(F)F 5-[(1R)-1-Isocyanatoethyl]-2-(trifluoromethyl)pyridine